(((9H-fluoren-9-yl)methoxy)carbonyl)-D-cysteine C1=CC=CC=2C3=CC=CC=C3C(C12)COC(=O)N[C@H](CS)C(=O)O